N=C1SC2=C(N1)C=C(C(=C2)C(=O)OC)OC.[NH4+] ammonium 2-imino-5-methoxy-6-(methoxycarbonyl)benzo[d]thiazol